N1NNCC12CCCCCCCCCCCCCC2 TRIAZASPIRO[4.14]NONADECANE